(-)-3,4,5-Trimethoxymenthyl cinnamate ((-)-menthyl 3,4,5-trimethoxycinnamate) C1(CC(C(CC1)C(C)C)C(C(=O)O)=CC1=CC(=C(C(=C1)OC)OC)OC)C.C(C=CC1=CC=CC=C1)(=O)OC1(CC(CC(C1(C(C)C)OC)OC)C)OC